1,3,5-tri(4-methylphenyl)benzene tert-Butyl-(2-(3-(2-oxo-6-(4,4,5,5-tetramethyl-1,3,2-dioxaborolan-2-yl)-2,3-dihydro-1H-benzo[d]imidazol-1-yl)phenoxy)ethyl)carbamate C(C)(C)(C)N(C(O)=O)CCOC1=CC(=CC=C1)N1C(NC2=C1C=C(C=C2)B2OC(C(O2)(C)C)(C)C)=O.CC2=CC=C(C=C2)C2=CC(=CC(=C2)C2=CC=C(C=C2)C)C2=CC=C(C=C2)C